ClC1=CC=C(N=N1)N1C[C@H](CC1)NC1CC(C1)O (1s,3s)-3-{[1-(6-chloropyridazin-3-yl)pyrrolidin-3-yl]amino}cyclobutan-1-ol